2-((Fluoromethyl)sulfonyl)pyridine tert-butyl-(S)-2-[(S)-2-amino-6-(tert-butoxycarbonylamino)hexanoylamino]-6-(hexanoylamino)hexanoate C(C)(C)(C)OC([C@H](CCCCNC(CCCCC)=O)NC([C@H](CCCCNC(=O)OC(C)(C)C)N)=O)=O.FCS(=O)(=O)C1=NC=CC=C1